N-(1-(4-chlorophenyl)-2,2,2-trifluoroethyl)-1,4,5-trimethyl-6-oxo-1,6-dihydropyridine-3-sulfonamide ClC1=CC=C(C=C1)C(C(F)(F)F)NS(=O)(=O)C1=CN(C(C(=C1C)C)=O)C